N1CC(C1)OC=1C=CC(=C(C(=O)N[C@H](C)C=2C=C(C=CC2)C2=CC=C(S2)C(=O)OC)C1)C methyl (R)-5-(3-(1-(5-(azetidin-3-yloxy)-2-methylbenzamido)ethyl) phenyl)thiophene-2-carboxylate